N=1N=C(NC1)C1CN(CC1)C(=O)N1CC2(C1)CCC(CC2)OC2=NC=C(N=C2)C(F)(F)F [3-(4H-1,2,4-Triazol-3-yl)pyrrolidin-1-yl]-[7-[5-(trifluoromethyl)pyrazin-2-yl]oxy-2-azaspiro[3.5]nonan-2-yl]methanone